FC1=CC=C2[C@H](CCOC2=C1)C1(CC1)S(=O)(=O)N |o1:5| (S*)-1-(7-fluorochroman-4-yl)cyclopropane-1-sulfonamide